phosphaphenanthrene-decamethylenediamine salt NCCCCCCCCCCN.P1=CC=CC=2C3=CC=CC=C3C=CC12